((2,6-dimethylpyrimidin-4-yl)amino)-N-methoxynicotinamide CC1=NC(=CC(=N1)NC1=C(C(=O)NOC)C=CC=N1)C